ClC=1C=C(C=CC1)[C@H]1[C@@H](CN(CC1)C(=O)C=1C=2N(C=CC1)C=NC2)NC(=O)[C@@H]2NC(CC2)=O (2R)-N-[(3S,4S)-4-(3-chlorophenyl)-1-(imidazo[1,5-a]pyridine-8-carbonyl)-3-piperidyl]-5-oxo-pyrrolidine-2-carboxamide